OCC1CC(NCC1)=O 4-(hydroxymethyl)piperidin-2-one